methyl 6-amino-2-[4-(hydroxymethyl)-1-piperidyl]-1,3-benzothiazole-5-carboxylate NC1=CC2=C(N=C(S2)N2CCC(CC2)CO)C=C1C(=O)OC